2-(2-(difluoromethyl)morpholino)-N-(2-(trifluoromethyl)benzyl)pyrido[2,3-d]pyrimidin-4-amine FC(C1OCCN(C1)C=1N=C(C2=C(N1)N=CC=C2)NCC2=C(C=CC=C2)C(F)(F)F)F